2-(4-methylbenzyl)benzo[d]oxazole CC1=CC=C(CC=2OC3=C(N2)C=CC=C3)C=C1